CC1=CN=C(S1)C=1C=C(C(=O)N[C@H](C)C=2C=NC(=NC2)C(F)(F)F)C=C(C1)OC[C@@H]1CN(CCO1)C(C)C 3-(5-methyl-1,3-thiazol-2-yl)-5-[[(2S)-4-(propan-2-yl)morpholin-2-yl]methoxy]-N-{(1R)-1-[2-(trifluoromethyl)pyrimidin-5-yl]ethyl}benzamide